bis(2-dodecylphenyl)iodonium C(CCCCCCCCCCC)C1=C(C=CC=C1)[I+]C1=C(C=CC=C1)CCCCCCCCCCCC